O1C(CC1)CN1C=NC(C2=C1SC(=C2)C(=O)O)=O 1-(oxetan-2-ylmethyl)-4-oxo-1,4-dihydrothieno[2,3-d]pyrimidine-6-carboxylic acid